ClC1=C2NC(=C1)C(=C1C=CC(=N1)C(=C1C=CC(N1)=C(C=1C=CC(N1)=C2C2=CC=CC=C2)C2=CC=CC=C2)C2=CC=CC=C2)C2=CC=CC=C2.[Fe+3] iron (III) chloro(tetraphenylporphyrin)